ClC1=C(C=CC=C1)S1C(=NC=C1)NC(=O)[C@@H]1CN(C[C@H]1C)C#N |r| (±)-trans-N-(S-(2-chlorophenyl)thiazol-2-yl)-1-cyano-4-methylpyrrolidine-3-carboxamide